[Pd].C(C)(C)(C)P(C1=CC(=CC(=C1)F)F)C(C)(C)C (di-tert-butyl-(3,5-difluorophenyl)phosphin) palladium